C1(=CC=CC=C1)C=C\C=C\C=C\C1=CC=CC=C1 (7E,3E,5E)-1,6-diphenylhexa-1,3,5-triene